(S)-1-(5-(benzyloxy)-1-(chloromethyl)-1H-benzo[e]indol-3(2H)-yl)-2,2,2-trifluoroethanone C(C1=CC=CC=C1)OC=1C2=C(C=3[C@@H](CN(C3C1)C(C(F)(F)F)=O)CCl)C=CC=C2